C(CCC)C(C(=O)[O-])(CCCCCC)CCCC.[Nd+3].C(CCC)C(C(=O)[O-])(CCCCCC)CCCC.C(CCC)C(C(=O)[O-])(CCCCCC)CCCC neodymium 2,2-dibutyloctanoate